N-(5-(furan-2-yl)-6-(4-methyl-quinazolin-6-yl)-1,2,4-triazin-3-yl)cyclopropylcarboxamide O1C(=CC=C1)C=1N=C(N=NC1C=1C=C2C(=NC=NC2=CC1)C)NC(=O)C1CC1